ClC1(NC=C(C(=C1Cl)N)N)N 2-chloro-amino-4-amino-chloro-2-amino-pyridine